ClC1=C(C=CC(=C1)S(=O)(=O)C)C1=CC=C(C=C1)C1CN(C1)C(CC[C@H]1NC(OC1)=O)=O (4R)-4-[3-[3-[4-(2-Chloro-4-methyl-sulfonyl-phenyl)phenyl]azetidin-1-yl]-3-oxo-propyl]oxazolidin-2-one